C(OC1CCC(CC1)N)([2H])([2H])[2H] (1r,4r)-4-[(2H3)Methyloxy]cyclohexanamine